COC=1C=C(CCN)C=CC1OC 3,4-dimethoxy-phenethylamine